C(C)C1=NC2=C(C=3C(C=CC(C13)=O)=O)C(N(C(N2C)=O)C)=O 6-ethyl-2,4-dimethylpyrimido[4,5-c]isoquinoline-1,3,7,10(2H,4H)-tetraone